C1(=CC(=CC=C1)N(C1=C(C=CC=C1)B(O)O)C1=CC=2C(C3=CC=CC=C3C2C=C1)(C)C)C1=CC=CC=C1 (2-([1,1'-biphenyl]-3-yl-(9,9-dimethyl-9H-fluoren-2-yl)amino)phenyl)boronic acid